(2S,4R)-4-(2-((3-methyl-4-(1-methyl-1H-indazol-4-yl)phenyl)amino)-2-oxoethyl)-1-(2-methylbenzofuro[3,2-d]pyrimidin-4-yl)pyrrolidine-2-carboxylic acid CC=1C=C(C=CC1C1=C2C=NN(C2=CC=C1)C)NC(C[C@H]1C[C@H](N(C1)C=1C2=C(N=C(N1)C)C1=C(O2)C=CC=C1)C(=O)O)=O